2-methyl-7-[{6-(trifluoromethyl)pyridin-3-yl}oxy]benzo[d]thiazole-4-carbonitrile CC=1SC=2C(N1)=C(C=CC2OC=2C=NC(=CC2)C(F)(F)F)C#N